C(C=C)(=O)OC1=C(C(=C2C=CC(=CC2=C1)C(=O)O)C(=O)O)C(=O)O acryloyloxynaphthalene-1,2,6-tricarboxylic acid